FC1=C(C=CC=C1F)C=1OC2=C(C=C(C=C2C(C1C)=O)C)[C@@H](C)NC1=C(C(=CC=C1)F)C1=NOC(N1)=O 3-[2-[[(1R)-1-[2-(2,3-Difluorophenyl)-3,6-dimethyl-4-oxo-chromen-8-yl]ethyl]amino]-6-fluoro-phenyl]-4H-1,2,4-oxadiazol-5-one